trans-4-Hydroxy-L-prolin O[C@@H]1C[C@H](NC1)C(=O)O